ethyl 4-(2-furyl)-2-(2-methoxyethylamino)-6-methylsulfonyl-pyrimidine-5-carboxylate O1C(=CC=C1)C1=NC(=NC(=C1C(=O)OCC)S(=O)(=O)C)NCCOC